COC(CC[C@@H](C)[C@H]1CC[C@H]2[C@@H]3C(C[C@@H]4C[C@H]([C@@H](C[C@]4(C)[C@H]3CC[C@]12C)F)O)=O)=O C,2α-fluoro-3β-hydroxy-7-oxo-5β-cholanic acid methyl ester